COC1=CC=C(C=C1)C1=NOC(=C1)NC1=NC(=NC=C1)NN1CCOCC1 N4-(3-(4-Methoxyphenyl)isoxazol-5-yl)-N2-morpholinopyrimidine-2,4-diamine